COC1=CC=C(C2=C1NC(=N2)NC(=O)C=2C=NN(C2)C)C2CCOCC2 1-Methyl-1H-pyrazole-4-carboxylic acid [7-methoxy-4-(tetrahydropyran-4-yl)-1H-benzoimidazol-2-yl]-amide